3-(3,4-difluoro-2-methoxy-phenyl)-4,5-dimethyl-5-(trifluoromethyl)tetrahydrofuran-2-carbonyl chloride FC=1C(=C(C=CC1F)C1C(OC(C1C)(C(F)(F)F)C)C(=O)Cl)OC